S(=O)(=O)(O)CCCOC1=CC=C(C[C@@H]2N(C[C@@H](N(C[C@@H](N(C[C@@H](N(C2)CC(=O)O)CC2=CC=C(C=C2)OCCCS(=O)(=O)O)CC(=O)O)CC2=CC=C(C=C2)OCCCS(=O)(=O)O)CC(=O)O)CC2=CC=C(C=C2)OCCCS(=O)(=O)O)CC(=O)O)C=C1 2,2',2'',2'''-((2S,5S,8S,11S)-2,5,8,11-tetrakis(4-(3-sulfopropoxy)benzyl)-1,4,7,10-tetraazacyclododecane-1,4,7,10-tetrayl)tetraacetic acid